(E)-2,4-Difluoro-N-(2-methoxy-5-(8-(4-(4-oxopent-2-enoyl)piperazin-1-yl)-1,5-naphthyridine-2-yl)pyridin-3-yl)benzenesulfonamide FC1=C(C=CC(=C1)F)S(=O)(=O)NC=1C(=NC=C(C1)C1=NC2=C(C=CN=C2C=C1)N1CCN(CC1)C(\C=C\C(C)=O)=O)OC